8-chloro-3-hydroxy-5,6-dihydro-11H-benzo[5,6]cyclohepta[1,2-b]pyridin ClC=1C=CC2=C(CCC=3C(=NC=C(C3)O)C2)C1